BrC=1C(=CC(=C(C(=O)OC)C1)F)CBr methyl 5-bromo-4-(bromomethyl)-2-fluoro-benzoate